OC1=C(C(=CC(=C1)C(F)(F)F)C)C=1C=CC=2C(N1)=NN(C2)[C@@H]2CCC(N[C@@H]2C)=O (5R,6R)-5-(6-(2-hydroxy-6-methyl-4-(trifluoromethyl)phenyl)-2H-pyrazolo[3,4-b]pyridin-2-yl)-6-methylpiperidin-2-one